((8-((3-bromo-2-methylphenyl) amino)-1,7-naphthyridin-3-yl) methyl) glycinate NCC(=O)OCC=1C=NC2=C(N=CC=C2C1)NC1=C(C(=CC=C1)Br)C